ClCC=1C=C(C=CC1C)[C@H](C(C(=O)OC)(C)C)OCC=1N=NN(C1)CCC Methyl (R)-3-(3-(chloromethyl)-4-methylphenyl)-2,2-dimethyl-3-((1-propyl-1H-1,2,3-triazol-4-yl)methoxy)propanoate